C(CCCCCCCCCCC)OS(=O)(=O)C1=CC=CC=C1.N1C=NC=C1 imidazole dodecylbenzenesulfonate